N-{3-[4-(4-Aminopiperidin-1-yl)-3-(3-fluoro-5-methylphenyl)chinolin-6-yl]-5-fluoropyridin-4-yl}methylcarbamat NC1CCN(CC1)C1=C(C=NC2=CC=C(C=C12)C=1C=NC=C(C1CNC([O-])=O)F)C1=CC(=CC(=C1)C)F